2,2-difluoro-3-((1-(2-(trifluoromethyl)-4H-pyrrolo[2,3-d]thiazol-6-yl)propan-2-yl)amino)propan-1-ol FC(CO)(CNC(CC1=CNC=2N=C(SC21)C(F)(F)F)C)F